ClC1=C(C(=NC(=N1)OCCC)N[C@@H]1C[C@@H]([C@@H]2[C@H]1OC(O2)(C)C)OC(C)O)[N+](=O)[O-] (((3aR,4S,6R,6aS)-6-((6-chloro-5-nitro-2-propoxypyrimidin-4-yl)amino)-2,2-dimethyltetrahydro-4H-cyclopenta[d][1,3]dioxol-4-yl)oxy)-ethan-1-ol